2-Methyl-5-((1-methylazetidin-2-yl)methoxy)-N-(1-(7-(3,3,3-trifluoroprop-1-en-2-yl)quinolin-5-yl)cyclopropyl)benzamide CC1=C(C(=O)NC2(CC2)C2=C3C=CC=NC3=CC(=C2)C(=C)C(F)(F)F)C=C(C=C1)OCC1N(CC1)C